tert-Butyl 2-(azidomethyl)-6,7-dihydrothiazolo[5,4-c]pyridine-5(4H)-carboxylate N(=[N+]=[N-])CC=1SC=2CN(CCC2N1)C(=O)OC(C)(C)C